BrC=1C=C2C(=NC1)OCC(O2)(C)C 7-bromo-2,2-dimethyl-2,3-dihydro-[1,4]dioxino[2,3-b]pyridine